FC1=C(C(=O)NC(C2=C(C=CC=C2F)F)=O)C(=CC=C1)F N-(2,6-difluorobenzoyl)-2,6-difluorobenzamide